ClC1=C(CN2CCC(CC2)C=O)C(=CC=C1)Cl 1-(2,6-dichloro-benzyl)piperidine-4-carbaldehyde